N1(CCC2=CC=CC=C12)C1=CC=C(C(=O)N2CCN(CC2)C2=NC3=CC=CC=C3C(N2)=O)C=C1 2-[4-[4-(2,3-Dihydroindol-1-yl)benzoyl]piperazin-1-yl]-3H-quinazolin-4-one